Ethyl Fluorosulfonate FS(=O)(=O)OCC